N3-(4,6-difluoro-1,3-benzothiazol-2-yl)-N1-ethyl-N1-methyl-piperidine-1,3-dicarboxamide FC1=CC(=CC2=C1N=C(S2)NC(=O)C2CN(CCC2)C(=O)N(C)CC)F